C(OC1=CC=C(C=C1)N)(O)O anisidinediol